3-fluoro-4-(methylsulfonyloxymethyl)piperidine-1-carboxylic acid tert-butyl ester C(C)(C)(C)OC(=O)N1CC(C(CC1)COS(=O)(=O)C)F